4-(3-oxocyclobutyl)-1-(4-(trifluoromethoxy)phenyl)-1H-pyrazolo[3,4-b]pyridine-3-carbonitrile O=C1CC(C1)C1=C2C(=NC=C1)N(N=C2C#N)C2=CC=C(C=C2)OC(F)(F)F